N(=C=S)C(=C(C=1C(=CC=CC1)S(=O)(=O)O)N=C=S)C=1C(=CC=CC1)S(=O)(=O)O diisothiocyanato-2,2'-stilbenedisulfonic acid